5-{2-[(2r,4r,6s)-2,6-dimethylpiperidin-4-yl]-4-fluoro-1,3-benzothiazol-6-yl}-2,7-dimethyl-[1,3]oxazolo[5,4-b]pyridine hydrochloride Cl.C[C@H]1N[C@H](CC(C1)C=1SC2=C(N1)C(=CC(=C2)C2=CC(=C1C(=N2)OC(=N1)C)C)F)C